1-(4-benzoylpiperazin-1-yl)-2-[4-methoxy-7-(3-methyl-1,2,4-triazol-1-yl)-1H-pyrrolo[2,3-c]pyridin-3-yl]ethane-1,2-dione C(C1=CC=CC=C1)(=O)N1CCN(CC1)C(C(=O)C1=CNC2=C(N=CC(=C21)OC)N2N=C(N=C2)C)=O